NC=1N(C(C=2N(C=NC2N1)C)=O)CC1=NC(=NO1)[C@@H]1CO[C@H](C1)C1=CC=C(C=C1)F 2-amino-1-((3-((3R,5R)-5-(4-fluorophenyl)tetrahydro-furan-3-yl)-1,2,4-oxadiazol-5-yl)methyl)-7-methyl-1,7-dihydro-6H-purin-6-one